(S)-(7,8-dichloro-1-methyl-3,4-dihydropyrazino[1,2-b]indazol-2(1H)yl)(5-methoxypyrimidin-2-yl)methanone ClC1=C(C=CC2=C3N(N=C12)CCN([C@H]3C)C(=O)C3=NC=C(C=N3)OC)Cl